ClCC1=NC(=NO1)C1CC(C1)(O)C1=CC=C(C=C1)Cl 3-(5-(chloromethyl)-1,2,4-oxadiazol-3-yl)-1-(4-chlorophenyl)cyclobutanol